5-chloro-2-formyl-1-((tetrahydro-2H-pyran-4-yl)methyl)-1H-indole-3-carboxylic acid ClC=1C=C2C(=C(N(C2=CC1)CC1CCOCC1)C=O)C(=O)O